C(CCCCCCCCCCC)[S-].[Bi+3].C(CCCCCCCCCCC)[S-].C(CCCCCCCCCCC)[S-] bismuth dodecanethiolate